C1(C(CCC1)=O)=O cyclopentane-1,2-dione